12-methyl-9,13-dioxa-4,5,15,18,19-pentaazatetracyclo[12.5.2.12,5.017,20]docosa-1(19),2(22),3,14(21),15,17(20)-hexaene CC1CCOCCCN2N=CC(C3=NNC=4C=NC(O1)=CC34)=C2